C(#N)C1=CC=C(CNC(=O)C=2NC=C(C2)C(C2=CC(=CC=C2)C#N)=O)C=C1 N-(4-cyanobenzyl)-4-(3-cyanobenzoyl)-1H-pyrrole-2-carboxamide